1-(2,3-Dihydrobenzo[b][1,4]dioxin-5-yl)cyclopropaneamine O1C2=C(OCC1)C(=CC=C2)C2(CC2)N